3-Hydroxy-3-methyl-6-phosphonohexanoic acid OC(CC(=O)O)(CCCP(=O)(O)O)C